N[C@H]1CN(CCC1)C1=NC=CC(=C1)OC1=CC(=C(C=C1)NC1=NC=NC2=CC(=C(C=C12)NC1CCN(CC1)C(C=C)=O)OC)F (R)-1-(4-((4-((4-((2-(3-aminopiperidin-1-yl)pyridin-4-yl)oxy)-2-fluorophenyl)amino)-7-methoxyquinazolin-6-yl)amino)piperidin-1-yl)prop-2-en-1-one